ethoxyl-trisilol O(CC)[SiH]1[SiH]=[SiH]C=C1